2-(2-(benzylcarbamoyl)-1-(prop-2-ynyl)hydrazino)acetic acid C(C1=CC=CC=C1)NC(=O)NN(CC#C)CC(=O)O